(S)-1-amino-2-hydroxymethyl-indoline methyl-2-(6-fluoro-2-oxo-1,4-dihydroquinazolin-3-yl)acetate COC(CN1C(NC2=CC=C(C=C2C1)F)=O)=O.NN1[C@@H](CC2=CC=CC=C12)CO